N[C@H]1CN(CCC1)C([C@H]([C@@H](C)OCC1CCCCC1)NC(=O)C1CCOC12CN(C2)C(=O)[C@@H]2C(C2)(C)C)=O N-((2S,3R)-1-((R)-3-aminopiperidin-1-yl)-3-(cyclohexylmethoxy)-1-oxobutan-2-yl)-2-((S)-2,2-dimethylcyclopropane-1-carbonyl)-5-oxa-2-azaspiro[3.4]octane-8-carboxamide